CN1C(CN[C@H](C1)C)=O (S)-1,5-dimethylpiperazin-2-one